BrC1CCC(C12CNC1=CC=CC=C21)=O 5-bromospiro[cyclopentane-1,3-indoline]-2-one